C[C@@H]1CN(CCC1)C(=O)C=1C=C2C(=NC1)NC=C2 (s)-(3-methylpiperidin-1-yl)(1H-pyrrolo[2,3-b]pyridin-5-yl)methanone